C/C(/C(=O)C1=CC(=C(C(=C1)OC)OC)OC)=C\C=1C=NC2=CC=CC=C2C1 (E)-2-methyl-3-(quinolin-3-yl)-1-(3,4,5-trimethoxyphenyl)prop-2-en-1-one